O[C@]1(CCN(CC12CCCC2)C(=O)N2[C@@H](CN(CC2)C(=O)OC(C)(C)C)C2=CC=CC=C2)CN2C(C1=C(N=C(N=C1)SC)C=C2)=O tert-Butyl (R)-4-((S)-10-hydroxy-10-((2-(methylthio)-5-oxopyrido[4,3-d]pyrimidin-6(5H)-yl)methyl)-7-azaspiro[4.5]decane-7-carbonyl)-3-phenylpiperazine-1-carboxylate